N-((S)-1-(((S)-1-hydroxy-3-((S)-2-oxopiperidin-3-yl)propan-2-yl)amino)-4-methyl-1-oxopentan-2-yl)-5-methylisoxazole-3-carboxamide OC[C@H](C[C@H]1C(NCCC1)=O)NC([C@H](CC(C)C)NC(=O)C1=NOC(=C1)C)=O